N-(4-((5-(4-(1H-pyrazol-1-yl)phenyl)-4-fluoro-1H-pyrazol-3-yl)amino)-3-methylphenyl)acetamide N1(N=CC=C1)C1=CC=C(C=C1)C1=C(C(=NN1)NC1=C(C=C(C=C1)NC(C)=O)C)F